FC1=CC(=C(C=C1C=1C=NC(=NC1)N1CCC(CC1)(C)O)NC(=O)C1=CN(C(C=C1C(F)(F)F)=O)C)N1C[C@H](N([C@H](C1)C)C)C N-[4-fluoro-5-[2-(4-hydroxy-4-methylpiperidin-1-yl)pyrimidin-5-yl]-2-[(3R,5S)-3,4,5-trimethylpiperazin-1-yl]phenyl]-1-methyl-6-oxo-4-(trifluoromethyl)pyridine-3-carboxamide